(S)-4-(3-methyl-1-(6-methyl-5-(2-methyl-4-(trifluoromethyl)phenyl)-1H-indazole-1-Yl)butyl)benzoic acid CC(C[C@H](N1N=CC2=CC(=C(C=C12)C)C1=C(C=C(C=C1)C(F)(F)F)C)C1=CC=C(C(=O)O)C=C1)C